ClC1=C(C=CC(=N1)C(=O)NC)N1CCN(CC1)CC=1C(=C2NC(C(=NC2=CC1)C)=O)C 6-Chloro-5-[4-[(2,5-dimethyl-3-oxo-4H-quinoxalin-6-yl)methyl]piperazin-1-yl]-N-methyl-pyridine-2-carboxamide